N-[4-[(6,7-dimethoxy-1,5-naphthyridin-4-yl)oxy]-3-fluorophenyl]-5-(4-fluoro-2-methylphenyl)-1,2-dimethyl-4-oxopyridine-3-carboxamide COC=1N=C2C(=CC=NC2=CC1OC)OC1=C(C=C(C=C1)NC(=O)C1=C(N(C=C(C1=O)C1=C(C=C(C=C1)F)C)C)C)F